5-amino-3-(3,8-difluoro-2-(2-fluorophenyl)-4-methoxyquinolin-7-yl)-1-((1s,3s)-3-hydroxy-3-methylcyclobutyl)-1H-pyrazole-4-carboxamide NC1=C(C(=NN1C1CC(C1)(C)O)C1=CC=C2C(=C(C(=NC2=C1F)C1=C(C=CC=C1)F)F)OC)C(=O)N